(4-(4-(cyclopropylamino)-4-oxobutyl)-1-phenyl-1H-imidazol-2-yl)-3-(1-((2-(trimethylsilyl)ethoxy)methyl)-1H-pyrazol-4-yl)benzamide C1(CC1)NC(CCCC=1N=C(N(C1)C1=CC=CC=C1)C1=C(C(=O)N)C=CC=C1C=1C=NN(C1)COCC[Si](C)(C)C)=O